C(C)C1C(C(CC(C1C(=O)O)C(=O)O)C(=O)O)C(=O)O 3-ethylcyclohexane-1,2,4,5-tetracarboxylic acid